2',3'-dideoxycytidine 5'-triphosphate P(O)(=O)(OP(=O)(O)OP(=O)(O)O)OC[C@@H]1CC[C@@H](O1)N1C(=O)N=C(N)C=C1